N1(CCC1)CC1(CC1)NC(=O)C1(CCC1)C1=CC(=CC=C1)Cl N-(1-(azetidin-1-ylmethyl)cyclopropyl)-1-(3-chlorophenyl)cyclobutane-1-carboxamide